tert-Butyl 8-bromo-5-fluoro-2,4-dihydro-1,3-benzoxazine-3-carboxylate BrC1=CC=C(C=2CN(COC21)C(=O)OC(C)(C)C)F